N-((5aR,5bS,7aS,10aS,10bR)-5a,7a-dimethyl-8-oxo-5,5a,5b,6,7,7a,8,9,10,10a,10b,11,12,12a-tetradecahydro-4H-cyclopenta[7,8]phenanthro[2,1-d]thiazol-2-yl)-N-phenethylacetamide C[C@@]12CCC=3N=C(SC3C2CC[C@H]2[C@H]3[C@](CC[C@H]12)(C(CC3)=O)C)N(C(C)=O)CCC3=CC=CC=C3